NCCOCCCCNC(OC(C)(C)C)=O tert-butyl (4-(2-aminoethoxy)butyl)carbamate